O(C)C1=CC=C(C=C1)[SiH3] 4-methoxyl-phenylsilane